2-Methoxyethyl (2S,5R)-7-oxo-6-(sulfooxy)-1,6-diazabicyclo[3.2.1]octane-2-carbimidate O=C1N([C@@H]2CC[C@H](N1C2)C(OCCOC)=N)OS(=O)(=O)O